1-(4-benzyl-3-oxo-3,4-dihydro-2H-benzo[b][1,4]thiazin-6-yl)-3-(1H-pyrrolo[2,3-b]pyridin-3-yl)urea C(C1=CC=CC=C1)N1C2=C(SCC1=O)C=CC(=C2)NC(=O)NC2=CNC1=NC=CC=C12